FC([C@@H]1[C@H](C1)C1=CC(=NC=2N1C=CN2)C=2C=NC=NC2)F 5-(5-((1S,2S)-2-(difluoromethyl)cyclopropyl)imidazo[1,2-a]pyrimidin-7-yl)pyrimidine